CNC(=O)C1=C(SC=C1)NC=1C2=C(N=C(N1)NC1=CC(=CC=C1)N1CCOCC1)C=CS2 N-methyl-2-((2-((3-morpholinophenyl)amino)thieno[3,2-d]pyrimidin-4-yl)amino)thiophene-3-carboxamide